N'-cyclopropyl-N'-[[4-(trifluoromethyl)phenyl]methyl]oxamide C1(CC1)N(C(C(N)=O)=O)CC1=CC=C(C=C1)C(F)(F)F